3-{[5-chloro-6-(5-methoxy-2-pyrazinyl)-2-indolyl]methyl}-1,1-dimethylurea ClC=1C=C2C=C(NC2=CC1C1=NC=C(N=C1)OC)CNC(N(C)C)=O